[Pt].[Ru].[Ir] iridium-ruthenium-platinum